NC1=C(C=CC=C1)C(C)=NO 1-(2-aminophenyl)-1-ethanone oxime